3-chloro-9-(2,4-difluorophenyl)-2-methyl-7-((2R,4R,6R)-2-methyl-6-(1-methyl-1H-pyrazol-4-yl)tetrahydro-2H-pyran-4-yl)-4H-pyrazino[1,2-a]pyrimidin-4-one ClC1=C(N=C2N(C1=O)C=C(N=C2C2=C(C=C(C=C2)F)F)[C@@H]2C[C@H](O[C@H](C2)C=2C=NN(C2)C)C)C